[5-(chloromethyl)thiazol-2-yl](4-phenylindolin-1-yl)methanone methyl-2-[[2-(4-methoxyphenyl)-2-phenyl-ethyl]-prop-2-ynoyl-amino]acetate COC(CN(C(C#C)=O)CC(C1=CC=CC=C1)C1=CC=C(C=C1)OC)=O.ClCC1=CN=C(S1)C(=O)N1CCC2=C(C=CC=C12)C1=CC=CC=C1